NC=1C(=NC=C(C1)C(NCC1=CC=CC=C1)=O)C=1C=NC=CC1 amino-5-(benzylcarbamoyl)-[2,3'-bipyridine]